[Si](C1=CC=CC=C1)(C1=CC=CC=C1)(C(C)(C)C)OC[C@@H](CC=O)C=C (S)-3-(((TERT-BUTYLDIPHENYLSILYL)OXY)METHYL)PENT-4-ENAL